N-(6-(2-chloro-5-fluorophenyl)-3-(2,2-difluoroethyl)-6-hydroxy-1-(methyl-d3)-8-oxo-3,6,7,8-tetrahydropyrrolo[3,4-e]indazol-5-yl)-3-fluoro-5-(trifluoromethyl)benzamide ClC1=C(C=C(C=C1)F)C1(NC(C=2C=3C(=NN(C3C=C(C21)NC(C2=CC(=CC(=C2)C(F)(F)F)F)=O)CC(F)F)C([2H])([2H])[2H])=O)O